5-[(dimethylamino)methyl]pyridine-2-sulfinic acid CN(C)CC=1C=CC(=NC1)S(=O)O